C(C)OC(=C)C=1C2=C(C=NN1)C=1N(CC2C)N=C(C1)C12CCC(CC1)(CC2)C(=O)OC methyl 4-[4-(1-ethoxyvinyl)-5-methyl-5,6-dihydropyrazolo[1',5':1,2]pyrido[3,4-d]pyridazin-9-yl]bicyclo[2.2.2]octane-1-carboxylate